2-(4-bromophenyl)imidazo[1,2-a]pyridin-6-amine BrC1=CC=C(C=C1)C=1N=C2N(C=C(C=C2)N)C1